5-(4-hydroxybutoxy)-3,4-dihydroisoquinoline-2(1H)-carboxylic acid tert-butyl ester C(C)(C)(C)OC(=O)N1CC2=CC=CC(=C2CC1)OCCCCO